1,2,3,4,5-Pentanpentol C(C(C(C(CO)O)O)O)O